O1NCOCCC1 1,4,2-dioxaazepan